COC=1C=C(C=NNC(C2=CC=C(C=C2)NC(=O)NC=2C=C3C=CC=NC3=CC2)=O)C=CC1 (3-methoxybenzylidene)-4-[3-(quinolin-6-yl)ureido]benzoyl-hydrazine